CS(=O)(C1=CC(=CC=C1)NC(C1=C(N=C(C(=C1)C(F)(F)F)C)N1CCC2(CC2)CC1)=O)=NC(OC(C)(C)C)=O tert-butyl (methyl(3-(6-methyl-2-(6-azaspiro[2.5]octan-6-yl)-5-(trifluoromethyl)nicotinamido)phenyl)(oxo)-λ6-sulfaneylidene)carbamate